1-(6-chloropyridin-3-yl)-1,3-diazinane-2,4-dione ClC1=CC=C(C=N1)N1C(NC(CC1)=O)=O